C(C)(C)(C)N(C(O)=O)C1CN(C1)CCCF.FC1=C(C=C(C(=O)N[C@@H]2CN[C@H](CC2)C=2OC(=NN2)OCCOC(F)(F)F)C=C1)C(F)(F)F 4-fluoro-N-[(3s,6r)-6-{5-[2-(trifluoromethoxy)ethoxy]-1,3,4-oxadiazol-2-yl}piperidin-3-yl]-3-(trifluoromethyl)benzamide tert-Butyl-(1-(3-fluoropropyl)azetidin-3-yl)carbamate